methyl-4-(chloromethyl) benzoate COC(=O)C1=CC=C(C=C1)CCl